C(N)(OC12C(CC(CC1)(CC2)CN2N=C(C1=C2CNC1)CC)CC1=CC=CC=C1)=O (benzyl 4-((3-ethyl-5,6-dihydropyrrolo[3,4-c]pyrazol-1(4H)-yl) methyl) bicyclo[2.2.2]oct-1-yl) carbamate